N-methyl-aminopropyltrimethoxysilane ruthenium [Ru].CNCCC[Si](OC)(OC)OC